CN(CCC=1C(=CC(N(C1)[C@H](C(=O)N[C@@H](CC(=O)O)C1=NC(=CC(=C1)C1=C(C=CC=C1C)C)C#CC)CC(C)C)=O)C(F)(F)F)C |o1:10| (S)-3-((S*)-2-(5-(2-(dimethylamino)ethyl)-2-oxo-4-(trifluoromethyl)pyridin-1(2H)-yl)-4-methylpentanamido)-3-(4-(2,6-dimethylphenyl)-6-(prop-1-yn-1-yl)pyridin-2-yl)propanoic acid